benzyl 4,5-dihydroxyazepan-1-carboxylate OC1CCN(CCC1O)C(=O)OCC1=CC=CC=C1